tert-Butyl rac-trans-3-oxo-4,4a,5,7,8,8a-hexahydropyrido[4,3-b][1,4]oxazine-6-carboxylate O=C1N[C@H]2[C@H](OC1)CCN(C2)C(=O)OC(C)(C)C |r|